CC1(OB(OC1(C)C)C=1C=CC2=C(N=CO2)C1)C 5-(4,4,5,5-tetramethyl-1,3,2-dioxaborolan-2-yl)-1,3-benzoxazole